1-(5-(6-ethoxy-1H-pyrazolo[3',4':3,4]pyrazolo[1,5-a]pyridin-4-yl) pyridin-2-yl)piperidine-4-carboxylate C(C)OC=1C=C(C=2N(C1)N=C1C2C=NN1)C=1C=CC(=NC1)N1CCC(CC1)C(=O)[O-]